methyl 5-bromo-2-vinyl-6-methylpyridine-3-carboxylate BrC=1C=C(C(=NC1C)C=C)C(=O)OC